O1C(C1)C1=CC=CC(=N1)C#N 6-(Oxiran-2-yl)pyridinecarbonitrile